3-chloro-2-(2-chloroethoxy)-5-(7-hydroxy-2H-benzo[b][1,4]oxazin-4(3H)-yl)benzonitrile ClC=1C(=C(C#N)C=C(C1)N1C2=C(OCC1)C=C(C=C2)O)OCCCl